C1(C2C(CC1)O2)OC2C1C(CC2)O1 bis-(2,3-epoxy cyclopentyl) ether